[N+](=O)([O-])C1=CC=C(C(=O)N2C3C=C(CC2CCC3)C3=C2C(=NC(=C3)NC(=O)C3CC3)NC=C2)C=C1 N-(4-(9-(4-nitrobenzoyl)-9-azabicyclo[3.3.1]non-2-en-3-yl)-1H-pyrrolo[2,3-b]pyridin-6-yl)cyclopropylcarboxamide